BrC1=CC=C(C2=C1OCO2)CC#N 2-(7-bromobenzo[d][1,3]dioxolan-4-yl)acetonitrile